(3-((o-tolyloxy)methyl)piperidin-1-yl)methylKetone C1(=C(C=CC=C1)OCC1CN(CCC1)CC(=O)CN1CC(CCC1)COC1=C(C=CC=C1)C)C